(R)-6-(4-fluorophenyl)-1,3-oxazinan-2-one FC1=CC=C(C=C1)[C@H]1CCNC(O1)=O